(S)-3-(6-oxo-1'-((3-oxoisoindolin-5-yl)methyl)-6,8-dihydro-2H,7H-spiro[furo[2,3-e]isoindole-3,4'-piperidin]-7-yl)piperidine-2,6-dione O=C1N(CC2=C3C(=CC=C12)C1(CCN(CC1)CC=1C=C2C(NCC2=CC1)=O)CO3)[C@@H]3C(NC(CC3)=O)=O